NC1=CC=C(C=C1)C1=C(CCC(C1)(C)C)CN1CCN(CC1)C(=O)C=1C=C2C(N(C(C2=CC1)=O)C1C(NC(CC1)=O)=O)=O 5-(4-((4'-amino-5,5-dimethyl-3,4,5,6-tetrahydro-[1,1'-biphenyl]-2-yl)methyl)piperazine-1-carbonyl)-2-(2,6-dioxopiperidin-3-yl)isoindoline-1,3-dione